C(#N)CC=1C=CC2=C(N=C(O2)C2=C3C=C(N=CC3=C(N=C2)NC)NC(=O)C2CC2)C1 N-(5-(5-(cyanomethyl)benzo[d]oxazol-2-yl)-8-(methylamino)-2,7-naphthyridin-3-yl)cyclopropanecarboxamide